BrC=1C=C(C(=NC1)OCC1CN(CCC1)C)NS(=O)(=O)C1=CC=CC=C1 N-(5-Bromo-2-((1-methylpiperidin-3-yl)methoxy)pyridin-3-yl)benzenesulfonamide